15-hydroxyoctadeca-9,15-dienoic acid OC(CCCCC=CCCCCCCCC(=O)O)=CCC